(R)-1,1-Difluoro-1-(2-fluoro-3-(1-(6-(2-methoxyethoxy)-2-methyl-7-(pyridin-3-yloxy)quinazolin-4-yl)aminoethyl)phenyl)-2-methylpropan-2-ol FC(C(C)(O)C)(C1=C(C(=CC=C1)[C@@H](C)NC1=NC(=NC2=CC(=C(C=C12)OCCOC)OC=1C=NC=CC1)C)F)F